3-((2-morpholinopyridin-4-yl)ethynyl)-5-nitropyridin-2-amine O1CCN(CC1)C1=NC=CC(=C1)C#CC=1C(=NC=C(C1)[N+](=O)[O-])N